C(C)(C)(C)OC(=O)NCCS(=O)(=O)C(C(=O)O)F 2-((2-((tert-butoxycarbonyl)amino)-ethyl)sulfonyl)-2-fluoroacetic acid